COC([C@H](CCC1=NC2=C(N1C)C=CC(=C2)N)NC(=O)OC(C)(C)C)=O (2S)-4-(5-amino-1-methyl-benzimidazol-2-yl)-2-(tert-butoxycarbonylamino)butanoic acid methyl ester